N-(2-chloroquinolin-8-yl)-5-((5-(diethylamino)pentan-2-yl)amino)pyrazine-2-carboxamide ClC1=NC2=C(C=CC=C2C=C1)NC(=O)C1=NC=C(N=C1)NC(C)CCCN(CC)CC